OCCCCCCCCCC=C 11-hydroxy-1-undecene